C(C)C(C(=O)O)(CCCCCCCCCCCCCC)CCCCCC.C(C)C(C(=O)O)(CCCCCCCCCCCCCC)CCCCCC.CC1=NN=C(O1)NC(C1=C(C=CC=C1)OC1=CC=C(C=C1)F)=O N-(5-methyl-1,3,4-oxadiazol-2-yl)-2-(4-fluorophenoxy)benzamide ethylhexyl-palmitate (Ethylhexyl-palmitate)